N[C@H](C(=O)N[C@H](C(=O)NC1=CC=C(C=C1)CO)C)C(C)C (S)-2-amino-N-((S)-1-((4-(hydroxymethyl)phenyl)amino)-1-oxoprop-2-yl)-3-methylbutanamide